1-(3-fluorobicyclo[1.1.1]pentan-1-yl)ethan FC12CC(C1)(C2)CC